C1(CCCCCN1)=O.[Rh].[Rh] Dirhodium caprolactam